5-(benzyloxy)-1-(4-fluoro-3-methylphenyl)-2-(tetrahydrofuran-2-yl)-3-vinyl-1H-indole C(C1=CC=CC=C1)OC=1C=C2C(=C(N(C2=CC1)C1=CC(=C(C=C1)F)C)C1OCCC1)C=C